2-chloro-4-(1-methyl-1H-imidazol-5-yl)aniline ClC1=C(N)C=CC(=C1)C1=CN=CN1C